N-(5-((4-(1-cyclopropyl-1H-indol-3-yl)-5-(oxazol-2-yl)pyrimidin-2-yl)amino)-4-methoxy-2-(4-methylpiperazin-1-yl)phenyl)acrylamide C1(CC1)N1C=C(C2=CC=CC=C12)C1=NC(=NC=C1C=1OC=CN1)NC=1C(=CC(=C(C1)NC(C=C)=O)N1CCN(CC1)C)OC